COC1=CC=C(CN2C(C(CCC2=O)N2C(N(C3=C2C=CC(=C3)B3OC(C(O3)(C)C)(C)C)C)=O)=O)C=C1 1-(4-methoxybenzyl)-3-(3-methyl-2-oxo-5-(4,4,5,5-tetramethyl-1,3,2-dioxaborolan-2-yl)-2,3-dihydro-1H-benzo[d]imidazol-1-yl)piperidine-2,6-dione